(S)-2-[(4-chlorophenyl)(4-piperidyloxy)methyl]pyridine ClC1=CC=C(C=C1)[C@@H](C1=NC=CC=C1)OC1CCNCC1